ClC1=C(CN2C=CC3=C(C=C(C=C23)C2=CN(C3=C(N=CC=C32)O)C)N(C(CC)=O)C3CC3)C(=CC=C1)C N-(1-(2-chloro-6-methylbenzyl)-6-(7-hydroxy-1-methyl-1H-pyrrolo[2,3-c]pyridin-3-yl)-1H-indol-4-yl)-N-cyclopropylpropionamide